(R)-1'-(5-Amino-1-((1-(trifluoromethyl)cyclopropyl)methyl)-1H-pyrazole-4-carbonyl)-6-chloro-5-fluorospiro[benzo[d][1,3]oxazine-4,3'-piperidin]-2(1H)-one NC1=C(C=NN1CC1(CC1)C(F)(F)F)C(=O)N1C[C@@]2(CCC1)C1=C(NC(O2)=O)C=CC(=C1F)Cl